(S)-2-((4-((4-chlorobenzyl)oxy)benzyl)carbamoyl)pyrrolidine ClC1=CC=C(COC2=CC=C(CNC(=O)[C@H]3NCCC3)C=C2)C=C1